ClC1=NC(=C2N=CN(C2=N1)CCCCC(=O)NO)OC1=CC=C(C=C1)C 5-(2-chloro-6-(4-methylphenyl)oxy-9H-purin-9-yl)-N-hydroxypentanamide